NC(CN1C[C@@H](CC1=O)OC(=O)N1CCN(CC1)C1=NC=2N(C=C1)N=CC2C=2C(=NC=CC2)OC2CC2)=O [(3R)-1-(2-Amino-2-oxo-ethyl)-5-oxo-pyrrolidin-3-yl]4-[3-[2-(cyclopropoxy)-3-pyridyl]pyrazolo[1,5-a]pyrimidin-5-yl]piperazine-1-carboxylate